2-((3-chloro-4-(trifluoromethoxy)phenyl)amino)-3,3-dimethylbutanenitrile ClC=1C=C(C=CC1OC(F)(F)F)NC(C#N)C(C)(C)C